N-(5-(5-(3,3-difluorocyclobutyl)-1,2,4-oxadiazol-3-yl)-3-fluoro-2-methylphenyl)-7-morpholinoimidazo[1,2-a]pyridine-3-carboxamide FC1(CC(C1)C1=NC(=NO1)C=1C=C(C(=C(C1)NC(=O)C1=CN=C2N1C=CC(=C2)N2CCOCC2)C)F)F